N-[(3-amino-4-bromophenyl)methyl]-2-cyclopropyl-N-(2-methanesulfonyl-4-methylphenyl)pyrimidine-5-carboxamide NC=1C=C(C=CC1Br)CN(C(=O)C=1C=NC(=NC1)C1CC1)C1=C(C=C(C=C1)C)S(=O)(=O)C